3-bromo-4-(1-fluoroethyl)-phenylacetic acid BrC=1C=C(C=CC1C(C)F)CC(=O)O